ClN1CN=CC(C1)(C#N)NCC(F)(F)F 3-chloro-5-((2,2,2-trifluoroethyl)amino)pyrimidine-5-nitrile